4-((4-(5-(3,4-difluorophenoxy)-2,2-dimethylpentanoyl)-3-methylpiperazin-1-yl)sulfonyl)benzoic acid FC=1C=C(OCCCC(C(=O)N2C(CN(CC2)S(=O)(=O)C2=CC=C(C(=O)O)C=C2)C)(C)C)C=CC1F